C1(CC1)NC1=NC(=NC=C1C(F)(F)F)NC=1C=NC=2CCN(CC2C1)C(=O)OC(C)(C)C tert-butyl 3-(4-(cyclopropylamino)-5-(trifluoromethyl) pyrimidin-2-ylamino)-7,8-dihydro-1,6-naphthyridine-6(5H)-carboxylate